[O-]O.C(C)(=O)OCC=C(C)C prenyl acetate hydroperoxide